N-(4-{2-[2-chloro-3-(trifluoromethyl)phenyl]acetamido}pyridin-2-yl)acetamide ClC1=C(C=CC=C1C(F)(F)F)CC(=O)NC1=CC(=NC=C1)NC(C)=O